COC=1C=C(\C=N\NC(=O)C2=NC(=CN=C2)C2=C(C=CC=C2)N2CCOCC2)C=C(C1)OC (E)-N'-(3,5-dimethoxybenzylidene)-6-(2-morpholinophenyl)pyrazine-2-carbohydrazide